CN1C(C2=CC(=CC(=C2CC1)B1OC(C(O1)(C)C)(C)C)C)=O 2,7-dimethyl-5-(4,4,5,5-tetramethyl-1,3,2-dioxaborolan-2-yl)-3,4-dihydroisoquinolin-1(2H)-one